C1(=CC=C(C=C1)C1=CC=C(C=N1)C(=O)N)C 6-(p-tolyl)pyridine-3-carboxamide